1-(morpholine-4-carbonyl)pyrrolidin-2-one N1(CCOCC1)C(=O)N1C(CCC1)=O